4-[4-[ethyl-[(4-fluorophenyl)methyl]carbamoyl]phenyl]piperazine-1-carboxylic acid tert-butyl ester C(C)(C)(C)OC(=O)N1CCN(CC1)C1=CC=C(C=C1)C(N(CC1=CC=C(C=C1)F)CC)=O